NC(C[N+](C)(C)CC(=O)N1CCN(CC1)C(C1=C(C=C(C=C1)NC(=O)C=1N(C(=CN1)C1=C(C(=C(C=C1)OC)F)F)C)Cl)=O)=O (2-amino-2-oxo-ethyl)-[2-[4-[2-chloro-4-[[5-(2,3-difluoro-4-methoxy-phenyl)-1-methyl-imidazole-2-carbonyl]amino]benzoyl]piperazin-1-yl]-2-oxo-ethyl]-dimethyl-ammonium